N-(4-cyclopentyl-2-fluorophenyl)-2-[(1-methyl-1H-1,2,3,4-tetrazol-5-yl)sulfanyl]-5-nitrobenzamide C1(CCCC1)C1=CC(=C(C=C1)NC(C1=C(C=CC(=C1)[N+](=O)[O-])SC1=NN=NN1C)=O)F